(1S,3S)-3-((6-(5-((4-Isobutyl-2H-1,2,3-triazol-2-yl)methyl)-1-methyl-1H-1,2,3-triazol-4-yl)-2-methylpyridin-3-yl)oxy)cyclohexane-1-carboxylic acid C(C(C)C)C1=NN(N=C1)CC1=C(N=NN1C)C1=CC=C(C(=N1)C)O[C@@H]1C[C@H](CCC1)C(=O)O